S(=O)(=O)(O)CCC[N+](CCCCCC(=O)OC(CCCCC[N+](CCCS(=O)(=O)O)(CCCS(=O)(=O)O)CCCS(=O)(=O)O)=O)(CCCS(=O)(=O)O)CCCS(=O)(=O)O {6-[Tris(3-Sulfopropyl)]Ammoniohexanoyl} Oxide